C(C1=NC(=NO1)C=1C=C2CC[C@H](C2=CC1)NC(=O)C=1C=NNC1)([2H])([2H])[2H] (R)-N-(5-(5-(methyl-d3)-1,2,4-oxadiazol-3-yl)-2,3-dihydro-1H-inden-1-yl)-1H-pyrazole-4-carboxamide